(2-(4-(pyridin-3-yl)piperazin-1-yl)-1,6-naphthyridin-7-yl)methanamine N1=CC(=CC=C1)N1CCN(CC1)C1=NC2=CC(=NC=C2C=C1)CN